FC1=C2CCCOC2=CC(=C1)F 5,7-difluoro-2,3-dihydro-4H-chromene